OC[C@H](C1=CC=CC=C1)NC1=CC(=NC=C1C=1OC(=NN1)C=1C=NC=CC1)NC1=CC2=C(B(OC2C)O)C=C1 5-((4-(((S)-2-hydroxy-1-phenylethyl)amino)-5-(5-(pyridin-3-yl)-1,3,4-oxadiazol-2-yl)pyridin-2-yl)amino)-3-methylbenzo[c][1,2]oxaborol-1(3H)-ol